5-methoxy-2-phenyl-4-(trimethylstannyl)pyrimidine COC=1C(=NC(=NC1)C1=CC=CC=C1)[Sn](C)(C)C